FC1(CC2C(CNC2)C1)F 5,5-difluoro-2,3,3a,4,6,6a-hexahydro-1H-cyclopenta[c]pyrrole